2-Cyclohexylaminoethan C1(CCCCC1)NCC